C(C)(C)(C)C#CC(=O)[O-] tert-butylpropiolate